N-Boc-N'-(4-methylphenyl)hydrazine tert-butyl-2-(diethoxyphosphoryl)-3-(3-octyl-1,2,4-oxadiazol-5-yl)propanoate C(C)(C)(C)OC(C(CC1=NC(=NO1)CCCCCCCC)P(=O)(OCC)OCC)=O.C(=O)(OC(C)(C)C)NNC1=CC=C(C=C1)C